(5-FLUORO-2-([(4-FLUOROPHENYL)SULFANYL]METHYL)PHENYL)BORANEDIOL FC=1C=CC(=C(C1)B(O)O)CSC1=CC=C(C=C1)F